FC=1C=C(C=C(C1)[C@H](C)NC1=CN=C2C(=N1)N(N=C2)C)NC(C2=CN=CC(=C2)C)=O (S)-N-(3-fluoro-5-(1-((1-methyl-1H-pyrazolo[3,4-b]pyrazin-6-yl)amino)ethyl)phenyl)-5-methylnicotinamide